1-Chloropropyl pivalate C(C(C)(C)C)(=O)OC(CC)Cl